C(C1=CC=CC=C1)O[C@H]1[C@H](OC=C([C@H]1OCC1=CC=CC=C1)COC1=CC=CC=C1)COCC1=CC=CC=C1 (2R,3R,4R)-3,4-bis(benzyloxy)-2-((benzyloxy)methyl)-5-(phenoxymethyl)-3,4-dihydro-2H-pyran